(3R,4S)-4-[(tert-butyldiphenylsilyl)oxy]oxan-3-ol [Si](C1=CC=CC=C1)(C1=CC=CC=C1)(C(C)(C)C)O[C@@H]1[C@@H](COCC1)O